5-bromo-3-(methoxymethyl)-1-methylpyridin-2(1H)-one BrC=1C=C(C(N(C1)C)=O)COC